(3R)-3-[8-[4-[4-[2-[3-amino-6-(2-hydroxyphenyl)pyridazin-4-yl]-4-pyridyl]-1-piperidyl]cyclohexyl]-2,3-dihydro-1,4-benzoxazin-4-yl]piperidine-2,6-dione NC=1N=NC(=CC1C1=NC=CC(=C1)C1CCN(CC1)C1CCC(CC1)C1=CC=CC=2N(CCOC21)[C@H]2C(NC(CC2)=O)=O)C2=C(C=CC=C2)O